C1(=CC(=CC=C1)C(=C)C1=CC=2NC3=CC=CC=C3SC2C=C1)C 2-(1-(m-tolyl)vinyl)-10H-phenothiazine